BrC=1C(=C(C=CC1)C(C(=O)OC)(CCCC(CO[Si](C)(C)C(C)(C)C)(C)C)C)F methyl 2-(3-bromo-2-fluorophenyl)-7-((tert-butyldimethylsilyl)oxy)-2,6,6-trimethylheptanoate